6-(4-((5-cyclopropyl-3-(2,6-dichlorophenyl)isoxazol-4-yl)methoxy)piperidin-1-yl)-1-methyl-1H-indole-3-carboxylic acid C1(CC1)C1=C(C(=NO1)C1=C(C=CC=C1Cl)Cl)COC1CCN(CC1)C1=CC=C2C(=CN(C2=C1)C)C(=O)O